CC(=O)N1CCCCCC1=O N-Acetyl-ε-caprolactam